CC1=NC=CC(=C1)C=1OC=C(N1)C(=O)O 2-(2-methylpyridin-4-yl)oxazole-4-carboxylic acid